undecyl-boronic acid C(CCCCCCCCCC)B(O)O